BrC(P(OCC)(=O)OCC)(F)F diethyl bromodifluoromethanephosphonate